7-(chloromethyl)-3-ethyl-1,5-naphthyridin-2(1H)-one ClCC1=CN=C2C=C(C(NC2=C1)=O)CC